(E)-3-(2,6-dibromo-3,5-dimethoxyphenyl)-1-(1-(4-(dimethylamino)-but-2-enoyl)piperidin-4-yl)-7-(isopropylamino)-3,4-dihydropyrimido[4,5-d]-pyrimidin-2(1H)-one BrC1=C(C(=C(C=C1OC)OC)Br)N1C(N(C2=NC(=NC=C2C1)NC(C)C)C1CCN(CC1)C(\C=C\CN(C)C)=O)=O